COCOC=1C=C(C=C(C1)OCOC)C(C=C)=O 1-(3,5-di(methoxymethoxy)phenyl)prop-2-en-1-one